C1(NCCC12CCCCC2)=O 2-azaspiro[4.5]decan-1-one